COC(C1CCN(CC1)C1=CC=C(C=C1)[C@@H]1C=2C=CC(=CC2CC[C@@H]1C1CCC(CC1)(C)C)O)OC (5R,6R)-5-(4-(4-(dimethoxymethyl)piperidin-1-yl)phenyl)-6-(4,4-dimethylcyclohexyl)-5,6,7,8-tetrahydronaphthalen-2-ol